7-(Cyclohexylthio)-2,3-dihydro-4H-pyrido[3,2-b][1,4]oxazine-4-carboxylic acid tert-butyl ester C(C)(C)(C)OC(=O)N1C2=C(OCC1)C=C(C=N2)SC2CCCCC2